N-((1-((1H-pyrrol-3-yl)methyl)pyrrolidin-3-yl)methyl)-1-(3-(4-methoxyphenyl)-1,2,4-oxadiazol-5-yl)piperidine-4-carboxamide N1C=C(C=C1)CN1CC(CC1)CNC(=O)C1CCN(CC1)C1=NC(=NO1)C1=CC=C(C=C1)OC